2-(2,6-dioxopiperidin-3-yl)-7-methoxy-3-oxoisoindoline-5-carbonitrile O=C1NC(CCC1N1CC2=C(C=C(C=C2C1=O)C#N)OC)=O